N1C(=NC2=C1C=CC=C2)C=2C=C(C=CC2)NC2=CC(=C(C=C2)C=2N=NC=CC2)[N+](=O)[O-] N-(3-(1H-benzo[d]imidazol-2-yl)phenyl)-3-nitro-4-(pyridazin-3-yl)aniline